tetrahydro-2H-pyran-4-yl-4-(3-hydroxyphenyl)-7-(2-methoxyphenyl)-2-methyl-5-oxo-1,4,5,6,7,8-hexahydro-3-quinolinecarboxylate O1CCC(CC1)OC(=O)C1=C(NC=2CC(CC(C2C1C1=CC(=CC=C1)O)=O)C1=C(C=CC=C1)OC)C